C1(=CC=CC=C1)[Si](O)(O)O (phenyl)trihydroxysilane